C(C1CO1)OC1=CC=C(C=C1)C(C)(C)C1=CC=C(C=C1)OCC1CO1 2,2-di-(4-glycidoxyphenyl)propane